N1CC(C1)CN1C(=NC2=C1C(=CC(=C2)C(=O)N2C[C@@H](C[C@@H](C2)F)NC(OC(C)(C)C)=O)OC)C=2N(C1=CC=CC=C1C2)CC2CC2 |&1:20| tert-butyl ((3R,SR)-1-(1-(azetidin-3-ylmethyl)-2-(1-(cyclopropylmethyl)-1H-indol-2-yl)-7-methoxy-1H-benzo[d]imidazole-5-carbonyl)-5-fluoropiperidin-3-yl)carbamate